1-(2-(5-(5-fluoro-2-(trifluoromethyl)pyridin-3-yl)isoindolin-2-yl)-2-oxoethyl)-1H-1,2,4-triazole-3-carbonitrile FC=1C=C(C(=NC1)C(F)(F)F)C=1C=C2CN(CC2=CC1)C(CN1N=C(N=C1)C#N)=O